1-benzylsulfanyl-3-bromo-2-methylbenzene C(C1=CC=CC=C1)SC1=C(C(=CC=C1)Br)C